CC1=C2C(=CNC2=NC=C1OC)C=O 4-METHYL-5-METHOXY-7-AZAINDOLE-3-CARBALDEHYDE